5-(4-(1H-indol-3-yl)piperidin-1-yl)-2-morpholinooxazolo[5,4-b]pyridine N1C=C(C2=CC=CC=C12)C1CCN(CC1)C1=CC=C2C(=N1)OC(=N2)N2CCOCC2